ClC=1C=C(C=C(C1)NS(=O)(=O)C)NC(=O)C1=CN(C(=C1)C1=NC=C(C=C1OCC1=CC(=CC(=C1)F)F)F)C N-(3-chloro-5-(methylsulfonamido)phenyl)-5-(3-((3,5-difluorobenzyl)oxy)-5-fluoropyridin-2-yl)-1-methyl-1H-pyrrole-3-carboxamide